C1(CC1)C(C)NC1=NC(=NC=C1/C=C/C(=O)OC)SC Methyl (E)-3-[4-(1-cyclopropylethylamino)-2-methylsulfanyl-pyrimidin-5-yl]prop-2-enoate